FC1=CC=C2C=C(C=NC2=C1F)C=1SC(CC(N1)CN1N=CC(=C1)F)(C)C 2-(7,8-difluoro-3-quinolyl)-4-[(4-fluoropyrazol-1-yl)methyl]-6,6-dimethyl-4,5-dihydro-1,3-thiazine